[N-](S(=O)(=O)C(F)(F)F)S(=O)(=O)C(F)(F)F.[Fe+2].[N-](S(=O)(=O)C(F)(F)F)S(=O)(=O)C(F)(F)F iron bis(trifluoromethanesulfonyl)imide